N-(2-ethynylthiazol-4-yl)-4-(4-(3-hydroxy-1,1-dioxido-2,3-dihydrobenzo[b]thiophen-7-yl)phenyl)piperazine-1-carboxamide C(#C)C=1SC=C(N1)NC(=O)N1CCN(CC1)C1=CC=C(C=C1)C1=CC=CC2=C1S(CC2O)(=O)=O